O=C(C(C)=C(C#N)C#N)C 2-(3-oxobut-2-ylidene)malononitrile